6-(5-amino-4-fluoro-2-methylphenyl)-N,N-dimethyl-8,9-dihydroimidazo[1',2':1,6]pyrido[2,3-d]pyrimidin-2-amine NC=1C(=CC(=C(C1)C1=CC2=C(N=C(N=C2)N(C)C)N2C1=NCC2)C)F